ClC=1C=CC=C2CCO[C@H](C12)[C@H](C)N (S)-1-((R)-8-chloroisochroman-1-yl)ethan-1-amine